ClC1=CC=2C(C(=N1)NCC1=C(C=C(C=C1)OC)OC)=NN(C2)CC2=NC=CC=C2F 5-chloro-N-(2,4-dimethoxybenzyl)-2-((3-fluoropyridin-2-yl)methyl)-2H-pyrazolo[3,4-c]pyridin-7-amine